[18F]fluoroglucose [18F]C(=O)[C@H](O)[C@@H](O)[C@H](O)[C@H](O)CO